C(C)(=O)OC=1C=C(OCC=2C=C(C=CC2)C[C@H](C(=O)OC(C)(C)C)[C@@H]2CN(CC2)C(=O)OC(C)(C)C)C=CC1 tert-butyl (3R)-3-[(1S)-1-[[3-[(3-acetoxyphenoxy)methyl]phenyl]methyl]-2-tert-butoxy-2-oxo-ethyl]pyrrolidine-1-carboxylate